O[C@@H](C[C@H]1CC[C@H]2[C@@H]3CC[C@@H]4C[C@@](CC[C@@H]4[C@H]3CC[C@]12C)(O)C(F)(F)F)C#CC (3R,5R,8R,9R,10S,13R,14S,17R)-17-((S)-2-hydroxypent-3-yn-1-yl)-13-methyl-3-(trifluoromethyl)hexadecahydro-1H-cyclopenta[a]phenanthren-3-ol